C(=CC)N1CCC(CC1)C1C=2N(NCC1)C(=C(N2)C2=CC=C(C=C2)OC2=CC=CC=C2)C(=O)N 8-(1-propenylpiperidin-4-yl)-2-(4-phenoxyphenyl)-5,6,7,8-tetrahydroimidazo[1,2-b]pyridazine-3-carboxamide